O1[C@@H](CC1)CN1C(=NC2=C1C=C(C=C2)C(=O)O)CN2CC1=CC(=CC=C1CC2)OCC2=C(C(=CC=C2)Cl)F (S)-1-((oxetan-2-yl)methyl)-2-((7-((3-chloro-2-fluorobenzyl)oxy)-3,4-dihydroisoquinolin-2(1H)-yl)methyl)-1H-benzo[d]imidazole-6-carboxylic acid